rac-2-(1-(tert-butoxycarbonyl)piperidin-3-yl)acetic acid C(C)(C)(C)OC(=O)N1C[C@H](CCC1)CC(=O)O |r|